C(C)(C)(C)C1=C(C=C(C(=C1F)F)F)O 2-(tert-butyl)-3,4,5-trifluorophenol